CC(C(=O)C1=CC=C(C=C1)SC)(C)N1CCOCC1 2-methyl-1-(4-methylthiophenyl)-2-morpholino-propan-1-one